2,3,3a,5,5a,6,7,8,9,9a,9b,10,11,11a-Tetradecahydro-1H-cyclopenta[1,2-a]phenanthrene-6,7-diol C1CCC2C1CCC1C3CCC(C(C3CC=C21)O)O